[C@H]12OC[C@H](N(C1)CC(=O)O)C2 (1R,4R)-2-oxa-5-azabicyclo[2.2.1]hept-5-ylacetic acid